N1=CC=C(C=C1)C1=NC(=NC(=N1)C1=CC=NC=C1)C1=CC=NC=C1 2,4,6-tris-4-pyridyl-1,3,5-triazine